ClC1=CC(=NC(=C1OC)F)C(=O)NC1=C(N=C(S1)C1=C(C=CC=C1)F)C(=O)NCC1=C(C=CC=C1)C(F)(F)F 5-(4-chloro-6-fluoro-5-methoxypicolinamido)-2-(2-fluorophenyl)-N-(2-(trifluoromethyl)benzyl)thiazole-4-carboxamide